(R)-5-(tert-butyl)-N-(1-(3-fluoro-2-methyl-4-(7-(4-(piperidin-4-yl)piperazin-1-yl)-9H-pyrimido[4,5-b]indol-4-yl)phenyl)ethyl)-1,2,4-oxadiazole-3-carboxamide C(C)(C)(C)C1=NC(=NO1)C(=O)N[C@H](C)C1=C(C(=C(C=C1)C1=NC=NC=2NC3=CC(=CC=C3C21)N2CCN(CC2)C2CCNCC2)F)C